(1S,3S)-3-((6-((5-(difluoromethoxy)-1H-pyrazol-3-yl)amino)pyrazin-2-yl)oxy)cyclopentane-1-carbonitrile FC(OC1=CC(=NN1)NC1=CN=CC(=N1)O[C@@H]1C[C@H](CC1)C#N)F